CSC[SH-]CC(CC)C S-Methylthiomethyl-2-methylbutanethiolate